C(C=C)[N-]CC=C N,N-diallylamide